CN(CC1=CN=CN1C)CC1=CC(=NC=C1)C=1C=C2CN(C(C2=CC1)=O)C1C(NC(CC1)=O)=O 3-(5-(4-((methyl((1-methyl-1H-imidazol-5-yl)methyl)amino)methyl)pyridin-2-yl)-1-oxoisoindolin-2-yl)piperidine-2,6-dione